1,3-dichloro-N-methyl-4,5,6,7-tetrahydro-2-benzothiophen-5-amine hydrochloride Cl.ClC=1SC(=C2C1CCC(C2)NC)Cl